C(C)C1=NC2(C(N1CC1=CC=C(C=C1)C=1C=C(C=CC1C#N)C1=CC=CC=C1)=O)CCCC2 4''-((2-ethyl-4-oxo-1,3-diazaspiro[4.4]non-1-en-3-yl)methyl)-[1,1':3',1''-terphenyl]-4'-carbonitrile